rac-N-(3-((R)-2,6-diaminohexanamido)-2-hydroxypropyl)-4-((3-(2,3-difluoro-4-methoxyphenyl)imidazo[1,2-a]pyrazin-8-yl)amino)-2-ethylbenzamide dihydrochloride Cl.Cl.N[C@@H](C(=O)NC[C@@H](CNC(C1=C(C=C(C=C1)NC=1C=2N(C=CN1)C(=CN2)C2=C(C(=C(C=C2)OC)F)F)CC)=O)O)CCCCN |&1:8|